N,N',N''-Tris(2-methylcyclohexyl)-1,2,3-propanetricarboxamide CC1C(CCCC1)NC(=O)CC(CC(=O)NC1C(CCCC1)C)C(=O)NC1C(CCCC1)C